C(C1=CC=CC=C1)OCC1=CC=C(C=C1)S(=O)(=O)N1CCC(CC1)NC=1N=CC2=C(N1)N(C(C(=C2)C(F)F)=O)C2CCCC2 2-[[1-[4-(benzyloxymethyl)phenyl]sulfonyl-4-piperidyl]amino]-8-cyclopentyl-6-(difluoromethyl)pyrido[2,3-d]pyrimidin-7-one